FC1=C(C=CC=C1)C=1C=NC(=NC1)N1CCC(=CC1)CC(=O)NOC[C@H](C)NC=1C=NNC(C1C(F)(F)F)=O (S)-2-(1-(5-(2-fluorophenyl)pyrimidin-2-yl)-1,2,3,6-tetrahydropyridin-4-yl)-N-(2-((6-oxo-5-(trifluoromethyl)-1,6-dihydropyridazin-4-yl)amino)propoxy)acetamide